COC(=O)C=1C=NC(=C(C1)SCC1=CC=CC=C1)OC 5-benzylthio-6-methoxy-pyridine-3-carboxylic acid methyl ester